C(C)(C)C=1C(=CC2=C(N(C(N2)=O)[C@@H]2CN(CCC2)C2COC2)C1)C=1C=C(C=2N(C1)N=CN2)OC (S)-6-Isopropyl-5-(8-methoxy-[1,2,4]triazolo[1,5-a]pyridin-6-yl)-1-(1-(oxetan-3-yl)piperidin-3-yl)-1,3-dihydro-2H-benzo[d]imidazol-2-on